C(=O)C1CCC(CC1)C=O 1,4-diformylcyclohexane